(S)-2-((3-cyano-5-fluorobenzyl)oxy)-3-(triphenylmethoxy)propanoic acid C(#N)C=1C=C(CO[C@H](C(=O)O)COC(C2=CC=CC=C2)(C2=CC=CC=C2)C2=CC=CC=C2)C=C(C1)F